[S-]C=1C(=[N+](C=CC1)[O-])C(F)(F)F.[K+] potassium 3-sulfido-2-(trifluoromethyl)pyridine 1-oxide